N-(4-((2-(1,1-difluoroethyl)-6-methylpyrimidin-4-yl)amino)-5-(6-isopropoxypyrimidin-4-yl)pyridin-2-yl)acetamide FC(C)(F)C1=NC(=CC(=N1)NC1=CC(=NC=C1C1=NC=NC(=C1)OC(C)C)NC(C)=O)C